ClC=1C=C(C=C(C1)F)NC([C@H](C1=CC=C(C=C1)C=1N=NN(N1)C)[C@@H]1CC(CC1)(F)F)=O (S)-N-(3-Chloro-5-fluorophenyl)-2-((S)-3,3-difluorocyclopentyl)-2-(4-(2-methyl-2H-tetrazol-5-yl)phenyl)acetamide